methyl 6-[3-chloro-4-(isopropylamino)phenyl]pyridine-3-carboxylate ClC=1C=C(C=CC1NC(C)C)C1=CC=C(C=N1)C(=O)OC